(4-naphthalen-2-yl-phenyl)-(4-phenanthren-9-yl-phenyl)amine C1=C(C=CC2=CC=CC=C12)C1=CC=C(C=C1)NC1=CC=C(C=C1)C=1C2=CC=CC=C2C=2C=CC=CC2C1